NC=1N=C(SC1C(=O)C1=CC(=NO1)C(=O)N1CCOCC1)N(C1=CC=C(C=C1)F)C(C(=O)N)C (N-[4-amino-5-[3-(morpholine-4-carbonyl)isoxazole-5-carbonyl]thiazol-2-yl]-4-fluoro-anilino)propanamide